ClC1=C(CNC2=NC=CC=C2)C=CC(=C1)Cl N-(2,4-dichlorobenzyl)pyridin-2-amine